NC1=NC=NN2C1=C(C=C2C2=NN(C=C2)C)C2=CC(=C(C=C2)NC=2SC(=CN2)C)OC N-(4-(4-amino-7-(1-methyl-1H-pyrazol-3-yl)pyrrolo[2,1-f][1,2,4]triazin-5-yl)-2-methoxyphenyl)-5-methylthiazol-2-amine